Cerium fluoroacetate FCC(=O)[O-].[Ce+3].FCC(=O)[O-].FCC(=O)[O-]